1,3-dinitrobenzene [N+](=O)([O-])C1=CC(=CC=C1)[N+](=O)[O-]